S1C=NC2=C1C(=CC=C2)CCCC2C[C@@H]1N(CCNC1)C2=O (8aS)-7-[3-(1,3-benzothiazol-7-yl)propyl]-octahydropyrrolo[1,2-a]pyrazin-6-one